FC=1C=C(C=CC1)CNC(=O)C1CCN(CC1)C(C)C1=C2C=CC=C(C2=CC=C1)C#CC1CCN(CC1)CCCCC(=O)OC(C)(C)C tert-butyl 5-[4-[2-[5-[1-[4-[(3-fluorophenyl)methylcarbamoyl]-1-piperidyl]ethyl]-1-naphthyl]ethynyl]-1-piperidyl]pentanoate